CC(C)(COP(=O)([O-])OP(=O)([O-])OC[C@@H]1[C@H]([C@H]([C@@H](O1)N2C=NC3=C(N=CN=C32)N)O)OP(=O)([O-])[O-])[C@H](C(=O)NCCC(=O)NCCSC(=O)CCCCCCCCCCCCCCC(=O)[O-])O The molecule is an acyl-CoA oxoanion that is the pentaanion of hexadecanedioyl-CoA, arising from deprotonation of the phosphate, diphosphate and carboxylic acid functions; major species at pH 7.3. It is a conjugate base of a hexadecanedioyl-CoA.